ethoxy-2-propenyl-dimethylsilane C(C)O[Si](C)(C)CC=C